C(C)(C)(C)OC(=O)N1C2(CC2)CN(CC1)C1=CC(=C(C=C1)[N+](=O)[O-])F.CNC(C1=C(C=CC=C1)SC1=CC=C2C(=NN(C2=C1)C(=O)OC(C)(C)C)\C=C\C1=NC=CC=C1)=O N-methyl-2-((3-((1E)-2-(2-pyridinyl)vinyl)-1-tert-butoxycarbonyl-1H-indazol-6-yl)thio)benzamide tert-butyl-7-(3-fluoro-4-nitrophenyl)-4,7-diazaspiro[2.5]octane-4-carboxylate